COC=1C=C2C(=NC=NC2=CC1OC)OC1=C(C=C(C=C1)NC(=O)C1=C(N(C2=CC=C(C=C2C1=O)OC(F)(F)F)C)C)F N-(4-((6,7-dimethoxyquinazolin-4-yl)oxy)-3-fluorophenyl)-1,2-dimethyl-4-oxo-6-(trifluoromethoxy)-1,4-dihydroquinoline-3-carboxamide